C(C1=CC=CC=C1)OC(=O)N[C@@H](CC1=CNC=N1)C(=O)N[C@@H](CCC(=O)O)C(=O)N[C@@H](CCCCN)C(=O)O Benzyloxycarbonyl-L-Histidyl-L-Glutamyl-L-Lysine